6-methoxy-2-azaspiro[3.3]Heptane COC1CC2(CNC2)C1